(R)-1-(5-(6-chloro-7-fluoro-5-methoxy-3-(1H-pyrazol-4-yl)-1H-indol-2-yl)-4H-1,2,4-triazol-3-yl)-N,N-dimethylethan-1-amine ClC1=C(C=C2C(=C(NC2=C1F)C=1NC(=NN1)[C@@H](C)N(C)C)C=1C=NNC1)OC